6-Fluoro-4-(4-fluorophenyl)-N-(1-(2,2,2-trifluoroacetyl)pyrrolidin-3-yl)-3,4-dihydroquinoxaline-1(2H)-carboxamide FC=1C=C2N(CCN(C2=CC1)C(=O)NC1CN(CC1)C(C(F)(F)F)=O)C1=CC=C(C=C1)F